COC1=CC=C(C=C1)C1=CC=C2CCN(C2=C1)C1=NC=NC2=CC=CC=C12 4-[6-(4-methoxyphenyl)-2,3-dihydro-1H-indol-1-yl]quinazoline